BrC1=CC2=C(O1)C=C1C=C3OC(=CC3=CC1=C2)Br 2,7-dibromonaphtho[2,3-b:7,6-b']difuran